Tetramethyl-zirconium C[Zr](C)(C)C